BrC=1N(C=C(N1)C(=O)OCC)COCC[Si](C)(C)C ethyl 2-bromo-1-(2-trimethylsilylethoxymethyl)imidazole-4-carboxylate